iridium(I) tetrakis[3,5-bis(trifluoromethyl)phenyl]borate FC(C=1C=C(C=C(C1)C(F)(F)F)[B-](C1=CC(=CC(=C1)C(F)(F)F)C(F)(F)F)(C1=CC(=CC(=C1)C(F)(F)F)C(F)(F)F)C1=CC(=CC(=C1)C(F)(F)F)C(F)(F)F)(F)F.[Ir+]